3-(4-(Aminomethyl)-2-oxo-6,7,8,8a-tetrahydrobenzo[cd]indol-1(2H)-yl)piperidine NCC=1C=C2C3=C(C(N(C3CCC2)C2CNCCC2)=O)C1